ClC=1C=NC(=NC1)N[C@H]1CN(CC1)C(=O)C=1C=C(C=CC1)N1C(C=CC1=O)=O (R)-1-(3-(3-((5-chloropyrimidin-2-yl)amino)pyrrolidine-1-carbonyl)phenyl)-1H-pyrrole-2,5-dione